FC1(CC(CC1)CN1N=C(C(=C1C(=O)N)C)C(C)(F)F)F 1-((3,3-difluorocyclopentyl)methyl)-3-(1,1-difluoroethyl)-4-methyl-1H-pyrazole-5-carboxamide